C(=O)=C1NCC2=CC=CC=3C2=C1C=CC3N3N(C(C=C3)C(=O)NC3=CC(=NC=C3)C(F)(F)F)C(F)(F)F 1-(3-Carbonyl-2,3-dihydro-1H-benzo[de]isoquinolin-6-yl)-2-trifluoromethyl-N-(2-trifluoromethylpyridin-4-yl)-1H-pyrazole-3-carboxamide